N-((R)-3,3-difluoro-1-(methylsulfonyl)piperidin-4-yl)-6-fluoro-5-(1-((R)-1-fluoropropan-2-yl)-1H-benzo[d][1,2,3]triazol-6-yl)-4-methoxypyrrolo[2,1-f][1,2,4]triazin-2-amine FC1(CN(CC[C@H]1NC1=NN2C(C(=N1)OC)=C(C(=C2)F)C=2C=CC1=C(N(N=N1)[C@@H](CF)C)C2)S(=O)(=O)C)F